(S)-2-(2-fluoro-6-methyl-4-((R)-3-(trifluoromethyl)morpholino)benzamido)-3-(4-(1-methyl-2,4-dioxo-1,5,7,8-tetrahydro-2H-pyrano[4,3-d]pyrimidin-3(4H)-yl)phenyl)propanoic acid FC1=C(C(=O)N[C@H](C(=O)O)CC2=CC=C(C=C2)N2C(N(C3=C(C2=O)COCC3)C)=O)C(=CC(=C1)N1[C@H](COCC1)C(F)(F)F)C